CC1=C(C(=CC=C1)C)N1C[C@H](CC1)N1C(N(C=2C(C1)=CN(N2)C)CC2=C(C=CC=C2)C(F)(F)F)=O |o1:10| 5-[(S)- or (R)-1-(2,6-Dimethylphenyl)-pyrrolidin-3-yl]-2-methyl-7-(2-trifluoromethyl-benzyl)-2,4,5,7-tetrahydro-pyrazolo[3,4-d]pyrimidin-6-one